tert-butyl (5-fluoro-2-methoxy-4-(methylcarbamoyl)phenyl)(prop-2-yn-1-yl)carbamate FC=1C(=CC(=C(C1)N(C(OC(C)(C)C)=O)CC#C)OC)C(NC)=O